3-(imidazo[1,2-b]pyridazin-3-ylethynyl)-4-methyl-phenylbenzamide methyl-(2E)-3-[3,5-difluoro-1-(oxan-2-yl)indazol-6-yl]prop-2-enoate COC(\C=C\C1=C(C=C2C(=NN(C2=C1)C1OCCCC1)F)F)=O.N=1C=C(N2N=CC=CC21)C#CC=2C=C(C=CC2C)C2=C(C(=O)N)C=CC=C2